N1C(=NC=C1)S(=O)(=O)[O-] 1H-Imidazol-2-sulfonate